C[C@H](C1=CC=CC=C1)N([C@H](C)C2=CC=CC=C2)P3OC4=C(C5=CC=CC=C5C=C4)C6=C(O3)C=CC7=CC=CC=C76 (R,R,R)-(3,5-Dioxa-4-phosphacyclohepta[2,1-a:3,4-a']dinaphthalen-4-yl)bis(1-phenylethyl)amine